C(C)C1=CC2=C(CCO[C@]23C[C@@H](N(CC3)CCOC)C)S1 (2'S,4R)-2-ethyl-1'-(2-methoxyethyl)-2'-methyl-spiro[6,7-dihydrothieno[3,2-c]pyran-4,4'-piperidine]